ClC1=CC(=C(C=C1)C1=NC(=NC2=C1N=C(N(C2=O)C)C)[C@@H]2C[C@@H](OCC2)C=2C=NN(C2)C2CC2)F 8-(4-chloro-2-fluorophenyl)-6-[(2R,4S)-2-(1-cyclopropyl-1H-pyrazol-4-yl)oxan-4-yl]-2,3-dimethyl-3H,4H-pyrimido[5,4-d][1,3]diazin-4-one